N-(3-(2'-fluoro-[1,1'-biphenyl]-4-yl)-3-hydroxypropyl)-6-methylnicotinamide FC1=C(C=CC=C1)C1=CC=C(C=C1)C(CCNC(C1=CN=C(C=C1)C)=O)O